FC1=C2NC(C=3N(C2=C(C(=C1)B1OC(C(O1)(C)C)(C)C)OC)C(=NN3)C)(C)C 6-fluoro-9-methoxy-1,4,4-trimethyl-8-(tetramethyl-1,3,2-dioxaborolan-2-yl)-4H,5H-[1,2,4]triazolo[4,3-a]quinoxaline